4-[5-(3,4-difluorophenyl)-6-isopropyl-1H-pyrrolo[2,3-f]indazol-7-yl]-2,3-dihydrofuran-2-carboxylic acid FC=1C=C(C=CC1F)N1C(=C(C2=C1C=C1C=NNC1=C2)C=2CC(OC2)C(=O)O)C(C)C